2-[3-(2,6-dimethylpyridin-3-yl)-5-{(3',5'-di-tert-butyl)-1,1'-biphenyl-3-yl}phenyl]-4,6-diphenyl-1,3,5-triazine CC1=NC(=CC=C1C=1C=C(C=C(C1)C=1C=C(C=CC1)C1=CC(=CC(=C1)C(C)(C)C)C(C)(C)C)C1=NC(=NC(=N1)C1=CC=CC=C1)C1=CC=CC=C1)C